N1=NC=CC2=CC=C3C=C4C(=NC3=C12)N=CC=N4 azapyrazinophenanthroline